2,2-difluoro-N-[pyridin-2(1H)-ylidene]acetamide FC(C(=O)N=C1NC=CC=C1)F